C(C)OC1=CC=2C3=C(NC2C=C1)C=CC=N3 8-ethoxy-5H-pyrido[3,2-b]indole